lithium copper silver [Ag].[Cu].[Li]